8-chloro-5,6-dihydro-11H-benzo[5,6]cyclohepta[1,2-b]pyridin ClC=1C=CC2=C(CCC=3C(=NC=CC3)C2)C1